ClC1=C(C=C(C=C1)NC([C@H](CNC(=N)N)NC(=O)[C@H]1N(CC2=CC=CC=C2C1)C(CCC(C1=CC=CC=C1)=O)=O)=O)C (S)-N-((S)-1-((4-CHLORO-3-METHYLPHENYL)AMINO)-3-GUANIDINO-1-OXOPROPAN-2-YL)-2-(4-OXO-4-PHENYLBUTANOYL)-1,2,3,4-TETRAHYDROISOQUINOLINE-3-CARBOXAMIDE